C(C)[C@H]1N(C[C@@H](N(C1)C=1C=2N(N(C(C1)=O)C)C=C(N2)CC#N)C)C(C)C2=C(C=C(C=C2)C(F)(F)F)F 2-(8-((2S,5R)-5-ethyl-4-(1-(2-fluoro-4-(trifluoromethyl)phenyl)ethyl)-2-methylpiperazin-1-yl)-5-methyl-6-oxo-5,6-dihydroimidazo[1,2-b]pyridazin-2-yl)acetonitrile